2-(6,6-Dimethyl-11-oxo-6,11-di-hydro-benzo[b]naphtho[2,3-d]furan-8-yloxy)-N,N-diethyl-acetamide CC1(C2=CC(=CC=C2C(C=2C3=C(OC21)C=CC=C3)=O)OCC(=O)N(CC)CC)C